ClC1=CC=C(C=C1)CN1C(=NC=2N3CCCC3C(N(C(C12)=O)CCCOC1OCCN1)=O)OC1=CC(=CC=C1)OC(F)(F)F 5-[(4-Chlorophenyl)methyl]-8-[3-(oxazolidin-2-yloxy)propyl]-4-[3-(trifluoromethoxy)phenoxy]-1,3,5,8-tetraazatricyclo[8.3.0.0[2,6]]tridec-2(6),3-diene-7,9-dione